CC(C#N)(C(CC#N)=O)C 2,2-dimethyl-3-oxoglutaronitrile